ClC1=C(C=CC(=C1)Cl)CN1C=C(C2=CC=CC=C12)C(=O)NC1=C(C=C(C=C1)F)F 1-[(2,4-dichlorophenyl)methyl]-N-(2,4-difluorophenyl)indole-3-carboxamide